3-Bromo-N-(3-fluoro-4-((1-isopropyl-2-oxo-2,3-dihydro-1H-imidazo[4,5-b]pyridine-7-yl)oxy)phenyl)-2-(trifluoromethyl)benzamide BrC=1C(=C(C(=O)NC2=CC(=C(C=C2)OC2=C3C(=NC=C2)NC(N3C(C)C)=O)F)C=CC1)C(F)(F)F